BrC=1C=CC(=NC1C)C=1N=NN(C1NC(O[C@H](C)C1=C(C(=CC=C1)F)F)=O)C (R)-1-(2,3-difluorophenyl)ethyl (4-(5-bromo-6-methylpyridin-2-yl)-1-methyl-1H-1,2,3-triazol-5-yl)carbamate